C(C)(C)C1(CC(C(CC1)C(CO)C)O)C 1-isopropyl-para-menthane-3,9-diol